CN([C@@H]1CN(CC1)C1=CC=C(C=C1)NC1=NC=C(C(=N1)N1OCC[C@H]1C1=CC=CC=C1)C(F)(F)F)C N-(4-((S)-3-(dimethylamino)pyrrolidin-1-yl)phenyl)-4-((S)-3-phenylisoxazolidin-2-yl)-5-(trifluoromethyl)pyrimidin-2-amine